COC(=O)C1=C(C=NC=C1)NCC1CCOC2=C1C=CC(=C2)SC2=CC(=CC=C2)F 3-[({7-[(3-fluorophenyl)thio]-3,4-dihydro-2H-1-benzopyran-4-yl}methyl)amino]pyridine-4-carboxylic acid methyl ester